6-benzyl-8-cyclopentyl-2-[5-(4-diethylamino-butylamino)-pyridin-2-ylamino]-8H-pyrido[2,3-d]Pyrimidin-7-one C(C1=CC=CC=C1)C1=CC2=C(N=C(N=C2)NC2=NC=C(C=C2)NCCCCN(CC)CC)N(C1=O)C1CCCC1